2-cyclopropyl-4-hydroxy-5-methoxybenzaldehyde C1(CC1)C1=C(C=O)C=C(C(=C1)O)OC